3-methylazetidin-3-ol-hydrochloride Cl.CC1(CNC1)O